C(#N)C1=C(OC2=CC=C3N=CC(=NC3=C2)CCC2CCNCC2)C(=CC=C1NS(N(C)CC)(=O)=O)F 7-[2-cyano-3-[[ethyl(methyl)sulfamoyl]amino]-6-fluoro-phenoxy]-2-[2-(4-piperidyl)ethyl]quinoxaline